C(C)(C)(C)OC(=O)N1CC(CC1)COCCCC1=NC2=NC=CC=C2C=C1 3-((3-(1,8-naphthyridin-2-yl)propoxy)methyl)pyrrolidine-1-carboxylic acid (R)-tert-butyl ester